3,5-dimethylphenyl-2,3-dihydrothiazole CC=1C=C(C=C(C1)C)C1SC=CN1